[C@H]12NC[C@H]([C@@H]1N1C(=CC=3C(=NC=4C(=C(C(=CC4C31)CCC#N)C3=C(C(=CC=C3)Cl)Cl)F)C)[C@@H](C)NC(=O)C=3N=NC=CC3)C2 N-((1R)-1-(1-((1R,4R,5S)-2-azabicyclo[2.1.1]hexan-5-yl)-8-(2-cyanoethyl)-7-(2,3-dichlorophenyl)-6-fluoro-4-methyl-1H-pyrrolo[3,2-c]quinolin-2-yl)ethyl)pyridazine-3-carboxamide